3-(3-(3,5-Dimethylpyrazol-1-yl)phenyl)-3-(5-(2-(5,6,7,8-tetrahydro-1,8-naphthyridin-2-yl)ethoxy)-1H-indazol-1-yl)propanoic acid CC1=NN(C(=C1)C)C=1C=C(C=CC1)C(CC(=O)O)N1N=CC2=CC(=CC=C12)OCCC1=NC=2NCCCC2C=C1